methyl carbonate 9-fluorenylmethyl-carbonate C1=CC=CC=2C3=CC=CC=C3C(C12)COC(O)=O.C(OC)(O)=O